ethyl 6-(((3,5-bis(trifluoromethyl) phenyl)) oxy)-1-methyl-4-oxo-1,4-dihydroquinoline-3-carboxylate FC(C=1C=C(C=C(C1)C(F)(F)F)OC=1C=C2C(C(=CN(C2=CC1)C)C(=O)OCC)=O)(F)F